[(2R,3S,4R,5R,6S)-4,5-diacetoxy-3-fluoro-6-[[(E)-3-[4-[[2-(2-methyl-1H-indol-3-yl)ethylamino]methyl]phenyl]prop-2-enoyl]amino]oxy-tetrahydropyran-2-yl]methyl acetate C(C)(=O)OC[C@H]1O[C@H]([C@@H]([C@H]([C@H]1F)OC(C)=O)OC(C)=O)ONC(\C=C\C1=CC=C(C=C1)CNCCC1=C(NC2=CC=CC=C12)C)=O